(3S)-3-fluoropyrrolidine-1-sulfonamide F[C@@H]1CN(CC1)S(=O)(=O)N